p-[(Diiodomethyl)-sulfonyl]toluol IC(S(=O)(=O)C1=CC=C(C=C1)C)I